4-(3,5-Dimethyl-4-Hydroxyphenyl)quinoline CC=1C=C(C=C(C1O)C)C1=CC=NC2=CC=CC=C12